(1-(hydroxymethyl)-2-oxabicyclo[2.1.1]hexan-4-yl)acetamide OCC12OCC(C1)(C2)CC(=O)N